(1H-indol-3-yl)-N,N-dimethyl-methylamine N1C=C(C2=CC=CC=C12)CN(C)C